tert-butyl N-(((9H-fluoren-9-yl)methoxy)carbonyl)-N-methyl-L-valinate C1=CC=CC=2C3=CC=CC=C3C(C12)COC(=O)N([C@@H](C(C)C)C(=O)OC(C)(C)C)C